C(C)(C)(C)OC(=O)N1CCC(CC1)C=1C(=NC=CC1)OCC1=C(C=C(C=C1)C#N)F 4-(2-((4-cyano-2-fluorobenzyl)oxy)pyridin-3-yl)piperidine-1-carboxylic acid tert-butyl ester